2-dichloromethyl-6-trifluoromethylimidazo[1,2-a]pyridine ClC(C=1N=C2N(C=C(C=C2)C(F)(F)F)C1)Cl